6,7-dichloro-2-(4-methoxyphenyl)-4H-chromen-4-one ClC=1C=C2C(C=C(OC2=CC1Cl)C1=CC=C(C=C1)OC)=O